2-methyl-2H-indazole-7-carbonitrile CN1N=C2C(=CC=CC2=C1)C#N